ClC=1C(=C(N[C@@H](C(=O)N2[C@@H]3CC([C@H]([C@@H]2C(=O)N[C@H](C[C@H]2C(NCCC2)=O)C#N)CC3)(F)F)C)C=CC1)C (1S,3R,4S)-2-[(2R)-2-(3-chloro-2-methyl-anilino)propanoyl]-N-[(1R)-1-cyano-2-[(3S)-2-oxo-3-piperidyl]ethyl]-5,5-difluoro-2-azabicyclo[2.2.2]octane-3-carboxamide